ClC1=C(COC2=CC=C(C=C2)NC(=O)C2=COC3=C2C=C(C(=C3)C3=NOC(N3)=O)F)C=CC(=C1)F N-(4-((2-chloro-4-fluorobenzyl)oxy)phenyl)-5-fluoro-6-(5-oxo-4,5-dihydro-1,2,4-oxadiazol-3-yl)benzofuran-3-carboxamide